6-(1-methyl-1H-pyrazol-4-yl)-N-((R)-1-phenylethyl)-2,3,4,9-tetrahydro-1H-carbazol CN1N=CC(=C1)C=1C=C2C=3CCCCC3N(C2=CC1)[C@H](C)C1=CC=CC=C1